CC1=C(C(=O)NC2=CC=C(C3=CC=CC=C23)S(NC(C2=CC=CC=C2C2CNCCO2)=O)(=O)=O)C=CC=C1 2-methyl-N-(4-(N-(2-morpholinebenzoyl)sulfamoyl)naphthalene-1-yl)benzamide